CC1(C2=CC=CC=C2C=2C=CC(=CC12)C1=CC=C(C=C1)C1=CC(=CC=C1)C1=NC(=NC(=N1)C1=CC=CC=C1)C1=CC=CC=C1)C (4'-(9,9-dimethyl-9H-fluoren-2-yl)-[1,1'-biphenyl]-3-yl)-4,6-diphenyl-1,3,5-triazine